FC(C1=CC=C(C=C1)C1=CC=C(S1)CC1=C(OC=C1)C(=O)N)(F)F ((5-(4-(trifluoromethyl)phenyl)thiophen-2-yl)methyl)furan-2-carboxamide